(E)-3-[4-[(2-Fluorophenyl)methoxy]phenyl]-1-[4-(4-hydroxypiperidin-1-yl)phenyl]prop-2-en-1-one FC1=C(C=CC=C1)COC1=CC=C(C=C1)/C=C/C(=O)C1=CC=C(C=C1)N1CCC(CC1)O